1-(2-Hydroxy-2-Methylpropoxy)-4-Hydroxy-2,2,6,6-Tetramethylpiperidin OC(CON1C(CC(CC1(C)C)O)(C)C)(C)C